(5Z)-5-(quinazolin-6-ylmethylene)-2-thioxo-imidazolidin-4-one N1=CN=CC2=CC(=CC=C12)\C=C/1\C(NC(N1)=S)=O